FC1=C2C=CN=C(C2=CC=C1OC)N(C(C1=CC=C(C=C1)C=1SC(=NN1)C)=O)[C@H]1CNCCC1 N-(5-fluoro-6-methoxy-1-isoquinolyl)-4-(5-methyl-1,3,4-thiadiazol-2-yl)-N-[(3R)-3-piperidyl]benzamide